lysine-methacrylamide C(C(=C)C)(=O)N.N[C@@H](CCCCN)C(=O)O